CN([C@H]([C@H](C)NC1=NN(C(C2=C1N=CC=C2)=O)C)C2=CC=C(C(=O)O)C=C2)C 4-((1S,2S)-1-(dimethylamino)-2-((6-methyl-5-oxo-5,6-dihydropyrido[2,3-d]pyridazin-8-yl)amino)propyl)benzoic acid